NC1=C(C=NC2=CC=CC=C12)CC(=O)N 4-amino-quinoline-3-carboxyamide